FC(OC1=CC=C(C=C1)N1C(N(CC2=C1C=C(C=N2)N(COCC[Si](C)(C)C)CC(F)(F)F)C2=CC1=CN(N=C1C=C2)C)=O)F 1-(4-(difluoromethoxy)phenyl)-3-(2-methyl-2H-indazol-5-yl)-7-((2,2,2-trifluoroethyl)((2-(trimethylsilyl)ethoxy)methyl)amino)-3,4-dihydropyrido[3,2-d]pyrimidin-2(1H)-one